4-[(2,6-difluorophenyl)carbamoyl]-2-fluoro-5-{[(2S)-1,1,1-trifluoropropan-2-yl]oxy}phenyl-4-ethyl-5-oxo-4,5-dihydro-1H-1,2,4-triazole-3-carboxylic acid FC1=C(C(=CC=C1)F)NC(=O)C1=CC(=C(C=C1O[C@H](C(F)(F)F)C)N1N=C(N(C1=O)CC)C(=O)O)F